CC1=CC=C(C=C1)S(=O)(=O)[O-].[NH+]1=CC=CC=C1 Pyridinium Para-toluenesulfonate